2-(difluoromethyl)-5-fluoroindoline FC(C1NC2=CC=C(C=C2C1)F)F